(5S,6S)-6-cyclohexyl-5-(4-(4-(dimethoxymethyl)piperidin-1-yl)phenyl)-5,6,7,8-tetrahydronaphthalen-2-ol C1(CCCCC1)[C@H]1[C@H](C=2C=CC(=CC2CC1)O)C1=CC=C(C=C1)N1CCC(CC1)C(OC)OC